N-(Cyclopropylmethyl)-6-(4-{1-[(1R)-1-(4-fluorophenyl)ethyl]piperidin-4-yl}-1,4-diazepan-1-yl)pyridine-2-carboxamide C1(CC1)CNC(=O)C1=NC(=CC=C1)N1CCN(CCC1)C1CCN(CC1)[C@H](C)C1=CC=C(C=C1)F